7-methoxy-2,2,13,13-tetramethyltetradecanedioic acid COC(CCCCC(C(=O)O)(C)C)CCCCCC(C(=O)O)(C)C